2-(7-((2S,5R)-4-(1-(2-chloro-3-fluoropyrazolo[1,5-a]pyrimidin-5-yl)ethyl)-2,5-diethylpiperazin-1-yl)-4-methyl-5-oxo-4,5-dihydro-2H-pyrazolo[4,3-b]pyridin-2-yl)acetonitrile ClC1=NN2C(N=C(C=C2)C(C)N2C[C@@H](N(C[C@H]2CC)C=2C=3C(N(C(C2)=O)C)=CN(N3)CC#N)CC)=C1F